[6-[3-(3,3-difluorocyclobutyl)-1H-1,2,4-triazol-5-yl]-2-azaspiro[3.3]heptan-2-yl]-[6-(3-triflylbenzyl)-2-azaspiro[3.3]heptan-2-yl]methanone FC1(CC(C1)C1=NNC(=N1)C1CC2(CN(C2)C(=O)N2CC3(C2)CC(C3)CC3=CC(=CC=C3)S(=O)(=O)C(F)(F)F)C1)F